C(C)O[Ti](OCC)(OCC)OCC Tetraethoxytitanium